tert-butyl (S)-((6-(2-chloro-3-(4,4,5,5-tetramethyl-1,3,2-dioxaborolan-2-yl)phenyl)-2-methoxypyridin-3-yl)methyl)((5-oxopyrrolidin-2-yl)methyl)carbamate ClC1=C(C=CC=C1B1OC(C(O1)(C)C)(C)C)C1=CC=C(C(=N1)OC)CN(C(OC(C)(C)C)=O)C[C@H]1NC(CC1)=O